N-(3-(dimethylamino)propyl)-N-(5-(pyridin-2-yl)pyrazin-2-yl)benzamide CN(CCCN(C(C1=CC=CC=C1)=O)C1=NC=C(N=C1)C1=NC=CC=C1)C